methyl-N-(2-methyl-1,3-thiazol-4-yl)-4-[(1-methylcyclopropyl)amino]furo[2,3-d]pyrimidine-5-carboxamide CC=1N=C(C2=C(N1)OC=C2C(=O)NC=2N=C(SC2)C)NC2(CC2)C